3,4-bis(diisobutylphosphino)-2-phenylthiophene C(C(C)C)P(C1=C(SC=C1P(CC(C)C)CC(C)C)C1=CC=CC=C1)CC(C)C